C(C)OP(=O)(C)CC(C)C1=CC(=NC=C1)O (2-(2-hydroxypyridin-4-yl)propyl)(methyl)phosphinic acid ethyl ester